3-methyl-2-[6-[[(3R)-1-ethyl-3-piperidinyl]amino]pyridazin-3-yl]-5-(trifluoromethyl)phenol CC=1C(=C(C=C(C1)C(F)(F)F)O)C=1N=NC(=CC1)N[C@H]1CN(CCC1)CC